FC(C(C(C(F)(F)F)(F)F)O)(F)F 1,1,1,3,3,4,4,4-octafluorobutan-2-ol